(2S,4R)-4-hydroxy-1-[(2S)-2-[4-(5-isoquinolyl)triazol-1-yl]-3,3-dimethyl-butanoyl]-N-methyl-pyrrolidine-2-carboxamide O[C@@H]1C[C@H](N(C1)C([C@H](C(C)(C)C)N1N=NC(=C1)C1=C2C=CN=CC2=CC=C1)=O)C(=O)NC